O1COC2=C1C=CC(=C2)CNC(=O)N2CC1(CCCC1)[C@@](CC2)(CN2C=NC(=CC2=O)C2=CC=CC=C2)O (S)-N-(Benzo[d][1,3]dioxol-5-ylmethyl)-10-hydroxy-10-((6-oxo-4-phenylpyrimidin-1(6H)-yl)methyl)-7-azaspiro[4.5]decane-7-carboxamide